[Si](C1=CC=CC=C1)(C1=CC=CC=C1)(C(C)(C)C)OCC[C@H](CCC)NC=1C2=C(N=C(N1)NC(OC)=O)C=NN2CC2=NC(=CC=C2OC)CO methyl (S)-(7-((1-((tert-butyldiphenylsilyl)-oxy)hexan-3-yl)amino)-1-((6-(hydroxymethyl)-3-methoxypyridin-2-yl)methyl)-1H-pyrazolo[4,3-d]pyrimidin-5-yl)carbamate